[(1-(1-indenyl)-1-cyclopentadienyl)methyl]titanium dichloride [Cl-].[Cl-].C1(C=CC2=CC=CC=C12)C1(C=CC=C1)C[Ti+2]